CS(=O)(=O)C[C@H](O)C1=CC=CC=C1 |r| racemic-2-methylsulfonyl-1-phenylethanol